BrC=1C=C(C=CC1O)C\C(\CNCCC(=O)O)=N/O (E)-3-(3-(3-bromo-4-hydroxyphenyl)-2-hydroxyimino-propylamino)propionic acid